N-(cis-2-(biphenyl-3-ylmethyl)-1-(2-fluoro-2-methylpropanoyl)pyrrolidin-3-yl)methanesulfonamide C1(=CC(=CC=C1)C[C@@H]1N(CC[C@@H]1NS(=O)(=O)C)C(C(C)(C)F)=O)C1=CC=CC=C1